1-(2,6-dichloro-4-(trifluoromethyl)phenyl)-4-(dichloromethyl)-6-hydroxy-1H-pyrazolo[3,4-b]pyridine-3-carbonitrile ClC1=C(C(=CC(=C1)C(F)(F)F)Cl)N1N=C(C=2C1=NC(=CC2C(Cl)Cl)O)C#N